4-methyl-3-vinyl-pyridine CC1=C(C=NC=C1)C=C